(2,3-dioleoyl-propyl)trimethyl-ammonium chloride [Cl-].C(CCCCCCC\C=C/CCCCCCCC)(=O)C(C[N+](C)(C)C)CC(CCCCCCC\C=C/CCCCCCCC)=O